COC(=O)C1=CC=C(C=C1)NO (4-methoxycarbonylphenyl)hydroxylamine